N-(3-chloro-4-methylphenyl)-2-(3-((1-(2,6-dioxopiperidin-3-yl)-2,5-dioxo-2,5-dihydro-1H-pyrrol-3-yl)amino)phenyl)acetamide ClC=1C=C(C=CC1C)NC(CC1=CC(=CC=C1)NC=1C(N(C(C1)=O)C1C(NC(CC1)=O)=O)=O)=O